bis(2,3,4-trihydroxybenzoyl)benzene OC1=C(C(=O)C2=C(C=CC=C2)C(C2=C(C(=C(C=C2)O)O)O)=O)C=CC(=C1O)O